ClC=1C(=NC(=NC1)NC=1C=C(C=NC1)N1C(C2(CC1)CCN(CC2)C(=O)OC(C)(C)C)=O)N2C[C@H](CCC2)C(F)(F)F tert-butyl (S)-2-(5-((5-chloro-4-(3-(trifluoromethyl)piperidin-1-yl)pyrimidin-2-yl)amino)pyridin-3-yl)-1-oxo-2,8-diazaspiro[4.5]decane-8-carboxylate